[Si](C)(C)(C(C)(C)C)OC=1C=CC=2C3(C4=CC=C(C=C4OC2C1)O[Si](C)(C)C(C)(C)C)C1=CC=CC=C1C=1C=CC=CC13 3',6'-bis((tert-butyldimethylsilyl)oxy)spiro[fluorene-9,9'-xanthene]